ClC1=C(C=CC=C1)N1C=2N(C3=C(C1=O)C=NC(=N3)NC3=CC=C(C=C3)C=3SC=CN3)C=CN2 6-(2-chlorophenyl)-2-{[4-(1,3-thiazol-2-yl)phenyl]amino}imidazo[1,2-a]pyrimido[5,4-e]pyrimidin-5(6H)-one